C(C1=CC=CC=C1)NC1=C2N=CN(C2=NC(=N1)C1=C(C=CC=C1)OC(F)(F)F)[C@H]1[C@@H]([C@@H]([C@H](O1)C(=O)NC)O)O (2S,3S,4R,5R)-5-(6-(benzylamino)-2-(2-(trifluoromethoxy)phenyl)-9H-purin-9-yl)-3,4-dihydroxyl-N-methyltetrahydrofuran-2-carboxamide